COC1C(COC1)=O 4-methoxydihydrofuran-3(2H)-one